C(C(C(C(C(C(C(C(C(F)(F)F)(F)F)(F)F)(F)F)(F)F)(F)F)(F)F)(F)F)(C(C(F)(F)F)(F)F)(O)F perfluorooctyl-propyl alcohol